butyl lactoyl cyanoacrylate CCCCOC(=O)/C(=C/C(=O)C(C)O)/C#N